2-methylsulfanyl-2-thiazoline CSC=1SCCN1